((1R)-1-(5-benzyl-3-(((3-bromobenzyl)oxy)methyl)-4,5-dihydroisoxazole-5-carboxamido)-3-Methylbutyl)boronic acid C(C1=CC=CC=C1)C1(CC(=NO1)COCC1=CC(=CC=C1)Br)C(=O)N[C@@H](CC(C)C)B(O)O